3-((5-bromo-3-fluoro-2-nitrophenyl)amino)propionic acid methyl ester COC(CCNC1=C(C(=CC(=C1)Br)F)[N+](=O)[O-])=O